BrC1=C(C=C(C=C1)OC)F 1-bromo-2-fluoro-4-methoxy-benzene